1-methyl-1-pentylpiperidinium bis(trifluoromethanesulfonyl)imide [N-](S(=O)(=O)C(F)(F)F)S(=O)(=O)C(F)(F)F.C[N+]1(CCCCC1)CCCCC